N'-[(5-fluoro-1,3-benzothiazol-2-yl)methyl]-N-methyl-acetohydrazide FC=1C=CC2=C(N=C(S2)CNN(C(C)=O)C)C1